COC1=NC(=NC2=C1NC=N2)N O(6)-methylguanine